Cl.NCC=1C=NNC1 4-aminomethyl-1H-pyrazole hydrochloride